CN1C[C@@H]2[C@H](C1)CCN2C2=C(C=NC=1NC3=C(C=C(C(=C3C12)F)F)NC)C1=CN2C(C(=CC=C2C(=C1)F)C(=O)O)=O 7-[4-[cis-5-methyl-2,3,3a,4,6,6a-hexahydropyrrolo[2,3-c]pyrrol-1-yl]-5,6-difluoro-8-(methylamino)-9H-pyrido[2,3-b]indol-3-yl]-9-fluoro-4-oxo-quinolizine-3-carboxylic acid